C(C)(C)(C)OC(=O)C1=CC(=NN1C)COS(=O)(=O)C 1-methyl-3-(((methylsulfonyl)oxy)methyl)-1H-pyrazole-5-carboxylic acid tert-butyl ester